NC=1C=C(C=C(C1)C(F)(F)F)[C@@H](C)NC=1C2=C(N=C(N1)Cl)N=CC(=C2)C2CCOCC2 (R)-N-(1-(3-amino-5-(trifluoromethyl)phenyl)ethyl)-2-chloro-6-(tetrahydro-2H-pyran-4-yl)pyrido[2,3-d]pyrimidin-4-amine